[Na].SC(C)(C)S Dimercaptopropane sodium